3-(2-oxo-1-azaspiro[4.5]decan-3-yl)propanoic acid O=C1NC2(CC1CCC(=O)O)CCCCC2